COC=1C=C(CCNC2=NC3=CC=CC=C3C(=N2)NCCN2CCN(CC2)C)C=CC1 N2-(3-methoxyphenethyl)-N4-(2-(4-methylpiperazin-1-yl)ethyl)quinazoline-2,4-diamine